tert-butyl-4-[3-[2-(cyclopropoxy)-3-pyridyl]-6-methyl-pyrazolo[1,5-a]pyrimidin-5-yl]piperazine-1-carboxylate C(C)(C)(C)OC(=O)N1CCN(CC1)C1=NC=2N(C=C1C)N=CC2C=2C(=NC=CC2)OC2CC2